CN1N=CC2=CC=CC=C12 1-methyl-indazole